2-amino-N-((1R,4R)-4-hydroxy-4-methylcyclohexyl)-5-(4-((1R,5S)-3-isopropyl-3-azabicyclo[3.1.0]hex-1-yl)phenyl)nicotinamide NC1=C(C(=O)NC2CCC(CC2)(C)O)C=C(C=N1)C1=CC=C(C=C1)[C@@]12CN(C[C@H]2C1)C(C)C